C1(CCCCC1)CCCOC1=CC2=C(OC[C@@H](C(N2C)=O)NC(=O)N2N=CC(=C2)CC2=CC(=CC=C2)F)C=C1 (S)-N-(7-(3-cyclohexylpropoxy)-5-methyl-4-oxo-2,3,4,5-tetrahydrobenzo[b][1,4]oxazepin-3-yl)-4-(3-fluorobenzyl)-1H-pyrazole-1-carboxamide